ClC1=C(C=C(C(=C1)N(C)CCN(C)C)[N+](=O)[O-])NC1=NC=C(C(=N1)C1=CN(C2=CC=C(C=C12)F)C1CC1)F 2-chloro-N1-(4-(1-cyclopropyl-5-fluoro-1H-indol-3-yl)-5-fluoropyrimidin-2-yl)-N4-(2-(dimethylamino)ethyl)-N4-methyl-5-nitrobenzene-1,4-diamine